C1(=CC=CC=C1)C1=NC(=NC(=N1)N)N 2-phenyl-4,6-diamino-s-triazine